Tetradecyl N-(2-(dinonylamino)ethyl)-N-nonylglycinate C(CCCCCCCC)N(CCN(CC(=O)OCCCCCCCCCCCCCC)CCCCCCCCC)CCCCCCCCC